(2R,5S)-5-(aminomethyl)-2-[3-[2-(trifluoromethyl)phenyl]phenyl]-1,4-thiazepan-3-one NC[C@H]1NC([C@H](SCC1)C1=CC(=CC=C1)C1=C(C=CC=C1)C(F)(F)F)=O